C(C)(C)(C)OC(=O)N1C[C@H]([C@@H](CC1)NC=1C2=C(N=CN1)NC=C2C(C2=C(C=C(C=C2)OC2=CC=CC=C2)Cl)=O)F Trans-4-((5-(2-chloro-4-phenoxybenzoyl)-7H-pyrrolo[2,3-d]pyrimidin-4-yl)amino)-3-fluoropiperidine-1-carboxylic acid tert-butyl ester